FC(C(=O)O)(F)F.CPC dimethylphosphine trifluoroacetate